C(C1=CC=CC=C1)N1CC2(CN(C2)C(=O)[O-])[C@@H](C1)C(N[C@H](C(=O)N1CCOCC1)[C@@H](C)OCC1CCC(CC1)(F)F)=O (S)-6-benzyl-8-(((2S,3R)-3-((4,4-difluorocyclohexyl)methoxy)-1-morpholino-1-oxobutan-2-yl)carbamoyl)-2,6-diazaspiro[3.4]octane-2-carboxylate